tert-butyl 4-[4-methyl-3-[2-[3-methyl-5-(1-piperidylsulfonyl)indol-1-yl]propanoylamino]phenyl]piperazine-1-carboxylate CC1=C(C=C(C=C1)N1CCN(CC1)C(=O)OC(C)(C)C)NC(C(C)N1C=C(C2=CC(=CC=C12)S(=O)(=O)N1CCCCC1)C)=O